BrC1=CC=C2C(=N1)C(CN2C2=NC(=NC=C2)C2(C(C=C(C(=C2)[N+](=O)[O-])N(C)CCN(C)C)OC)N)(C)C 1-(4-(5-bromo-3,3-dimethyl-2,3-dihydro-1H-pyrrolo[3,2-b]pyridin-1-yl)pyrimidine-2-yl)-N4-(2-(dimethylamino)ethyl)-2-methoxy-N4-methyl-5-nitrobenzene-1,4-diamine